4-((((R)-1-(3-(Difluoromethyl)-2-fluorophenyl)ethyl)amino)-8-methyl-7-oxo-7,8-dihydropyrido[2,3-d]Pyrimidine-6-yl)piperidine-1-carboxylate FC(C=1C(=C(C=CC1)[C@@H](C)NC=1N=CC2=C(N1)N(C(C(=C2)C2CCN(CC2)C(=O)[O-])=O)C)F)F